OC1(CCN(CC1)C(=O)OC(C)(C)C)CC1=CC=NC=C1 tert-butyl 4-hydroxy-4-(4-pyridylmethyl)piperidine-1-carboxylate